3-fluoro-4-chloro-2'-hydroxy-4',5',6'-trimethoxychalcone FC=1C=C(C=CC1Cl)\C=C\C(=O)C1=C(C=C(C(=C1OC)OC)OC)O